FC=1C=C2C(=C(C(NC2=CC1)=O)NC(\C=C\C1=CC=CC=C1)=O)C1=CC=CC=C1 (2E)-N-(6-fluoro-2-oxo-4-phenyl-1,2-dihydroquinolin-3-yl)-3-phenylprop-2-enamide